S1C(=CC=C1)C=1C=C(C=O)C=CC1 3-(thiophen-2-yl)benzaldehyde